ClC=1C(=CC2=C([C@@H](C[C@H](O2)C(=O)NC23CC(C2)(C3)N3N=CC(=C3)C3=NC=C(C=C3)C(F)(F)F)O)C1)F (2S,4R)-6-chloro-7-fluoro-4-hydroxy-N-(3-{4-[5-(trifluoromethyl)pyridin-2-yl]-1H-pyrazol-1-yl}bicyclo[1.1.1]pentan-1-yl)-3,4-dihydro-2H-1-benzopyran-2-carboxamide